CC1(CC2(C(C=C1C(=O)[O-])O2)CC21C(CCCC2)O1)C 4-epoxy-6-methylcyclohexylmethyl-3,4-epoxy-6-methylcyclohexenecarboxylate